C[C@@H]1COCCN1C1=CC(=C2C(=N1)N(C=C2)COCC[Si](C)(C)C)CO (R)-(6-(3-methylmorpholino)-1-((2-(trimethylsilyl)ethoxy)methyl)-1H-pyrrolo[2,3-b]pyridin-4-yl)methanol